(2-cyano-2-methyl-propyl) trifluoromethanesulfonate FC(S(=O)(=O)OCC(C)(C)C#N)(F)F